chloride compound with terephthaloyl chloride C(C1=CC=C(C(=O)Cl)C=C1)(=O)Cl.[Cl-]